5'-(4-formylphenyl)-[1,1':3',1''-terphenyl] C(=O)C1=CC=C(C=C1)C=1C=C(C=C(C1)C1=CC=CC=C1)C1=CC=CC=C1